FC=1C=C(C=CC1)[C@H](CNCC1CCC(CC1)NC(C)=O)O N-((1R,4r)-4-((((R)-2-(3-fluorophenyl)-2-hydroxyethyl)amino)methyl)cyclohexyl)-acetamide